C(C)(C)(C)OC(=O)N1CCN(CC1)C=1C(=NC(=CC1)C(NC)=O)C=C 4-[6-(methylcarbamoyl)-2-vinyl-3-pyridinyl]piperazine-1-carboxylic acid tert-butyl ester